N-(4-methyl-3-(6-((1-(methylsulfonyl)piperidin-4-yl)-ethynyl)-5-morpholinopyridin-3-yl)-phenyl)-2-(trifluoro-methyl)isonicotinamide CC1=C(C=C(C=C1)NC(C1=CC(=NC=C1)C(F)(F)F)=O)C=1C=NC(=C(C1)N1CCOCC1)C#CC1CCN(CC1)S(=O)(=O)C